(E)-ethyl 4-oxo-4-((2-phenylthiazol-5-yl)amino)but-2-enoate O=C(/C=C/C(=O)OCC)NC1=CN=C(S1)C1=CC=CC=C1